sec-butanediol C(C)(CC)(O)O